C(C1=CC=C(C(=O)[O-])C=C1)(=O)OCCO mono(hydroxyethyl) terephthalate